ONC(=O)C1=NC=C(N=C1)OC1=CC=C(C=C1)N(C1=NC=NC2=CC=CC=C12)C N-hydroxy-5-(4-(methyl-(4-quinazolinyl)amino)phenoxy)pyrazine-2-carboxamide